ClC1=CC=C(C=C1)C1=CC(=NC(=N1)C=1C=NC=CC1)N1CCC(CC1)C(C(=O)N)(C)O (1-(6-(4-chlorophenyl)-2-(pyridin-3-yl)pyrimidin-4-yl)piperidin-4-yl)-2-hydroxypropionamide